Chloro-4-methoxy-4,5'-dimethyl-5',7'-dihydrospiro[cyclohexane-1,8'-imidazo[1,2-e]purine] ClC=1N=CC=2N(C=3N(C2N1)C1(CN3)CCC(CC1)(C)OC)C